CC(C)CC(CC(CC(C)C)C)=O 2,6,8-Trimethyl-4-nonanone